N-methyl-2-((5-(1-(pyridin-3-ylmethyl)-1H-pyrazol-3-yl)-[1,1'-biphenyl]-3-yl)amino)ethane-1-sulfonamide CNS(=O)(=O)CCNC=1C=C(C=C(C1)C1=NN(C=C1)CC=1C=NC=CC1)C1=CC=CC=C1